3-iodo-1-methyl-1H-pyrazole-4-carboxylic acid methyl ester COC(=O)C=1C(=NN(C1)C)I